C1(CC1)N1C=NC(=C1)NC1=NC(=NN2C1=CC=C2)N2[C@@H](CCC2)CO (S)-(1-(4-((1-cyclopropyl-1H-imidazol-4-yl)amino)pyrrolo[2,1-f][1,2,4]triazin-2-yl)pyrrolidin-2-yl)methanol